N-(8-fluoro-2-methylimidazo[1,2-a]pyridin-6-yl)-5-(3-(pyrrolidin-1-ylmethyl)azetidin-1-yl)pyrazine-2-carboxamide FC=1C=2N(C=C(C1)NC(=O)C1=NC=C(N=C1)N1CC(C1)CN1CCCC1)C=C(N2)C